S(C#N)CCSC=1SC2=C(N1)C=CC=C2 2-(thiocyanomethylmethylthio)benzothiazole